C(C)(C)(C)OC(=O)N1C(=CC=2C1=NC=C(C2)C2=CSC(=C2)C(NCC(F)(F)F)=O)Cl.C(C)N(CC)P(Cl)N(CC)CC bisdiethylaminochlorophosphine tert-butyl-2-chloro-5-(5-((2,2,2-trifluoroethyl)carbamoyl)thiophen-3-yl)-1H-pyrrolo-[2,3-b]pyridine-1-carboxylate